FC(OC1=CC2=C(C3=C(C(C=C(N3CC2)OC[C@H]2OCCOC2)=O)C)C=C1)F 9-(difluoromethoxy)-4-[[(2S)-1,4-dioxan-2-yl]methoxy]-1-methyl-6,7-dihydrobenzo[a]quinolizin-2-one